FC1(CN(CC1OC1=NC=C(C=C1)OC(C(F)(F)F)(F)F)C=1C=2N(N=C(C1)C=1C(=NC(=NC1)OC)OC)C=CN2)F 8-(3,3-difluoro-4-((5-(perfluoroethoxy)pyridin-2-yl)oxy)pyrrolidin-1-yl)-6-(2,4-dimethoxypyrimidin-5-yl)imidazo[1,2-b]pyridazine